ClC1=CC=C(C=C1)NC(=O)NC(CC)C1=CC=C(C=C1)C 1-(4-chlorophenyl)-3-(1-(p-tolyl)propyl)urea